quinolin-2-yl-phenylamine N1=C(C=CC2=CC=CC=C12)NC1=CC=CC=C1